3-bromo-7-(1,3-dioxolan-2-yl)-1-{[2-(trimethylsilyl)ethoxy]methyl}indazole BrC1=NN(C2=C(C=CC=C12)C1OCCO1)COCC[Si](C)(C)C